NC1=C(C=CC=C1)C1=CC(=C(N=N1)N)OC1CN(CCC1)C1=CC=C(C=C1)N1CCNCC1 6-(2-aminophenyl)-4-((1-(4-(piperazin-1-yl)phenyl)piperidin-3-yl)oxy)pyridazin-3-amine